N[C@@H](CC#N)CC1=C(C2=NC(=CC(=C2S1)NCC=1SC=CC1)Cl)C (3S)-3-amino-4-(5-chloro-3-methyl-7-{[(thiophen-2-yl)methyl]amino}thieno[3,2-b]pyridin-2-yl)butanenitrile